2-(2-pyridinyl)-4[3H]quinazolinone N1=C(C=CC=C1)C1=NC2=CC=CC=C2C(N1)=O